C(OC1=CC=C(C=C1)[N+](=O)[O-])(O[C@H]1[C@@H](CCC1)SSC1=NC=CC=C1)=O |r| (4-Nitrophenyl) [trans-(1RS,2RS)-2-(2-pyridyldisulfanyl)cyclopentyl] carbonate